FC1CN(C1)CCC=1C(=NC(=NC1)O)C 5-(2-(3-fluoroazetidin-1-yl)ethyl)-4-methylpyrimidin-2-ol